C(C)(=O)N1C[C@@H](CC1)NC(=O)[C@H](CCCN/C(=N/C(=O)OC(C)(C)C)/NC(=O)OC(C)(C)C)NC(OC(C)(C)C)=O tert-butyl N-[(1S)-1-{[(3R)-1-acetylpyrrolidin-3-yl]carbamoyl}-4-{[(Z)-{[(tert-butoxy)carbonyl]amino}({[(tertbutoxy)carbonyl]imino})methyl]amino}butyl]carbamate